NCCCCN(C1=C2CN(C(C2=CC=C1)=O)C1C(NC(CC1)=O)=O)CCCCCC 3-(4-((4-aminobutyl)(hexyl)amino)-1-oxoisoindolin-2-yl)piperidine-2,6-dione